C(C)OC(=O)C1CC2=C(C(=NN=C2Cl)Cl)C1 1,4-dichloro-6,7-dihydro-5H-cyclopenta[d]pyridazine-6-carboxylic acid ethyl ester